COC=1C=C(C=CC1)C=1SC=CN1 2-(3-methoxyphenyl)-1,3-thiazol